N-(2-benzoylphenyl)-2-phenoxyacetamide C(C1=CC=CC=C1)(=O)C1=C(C=CC=C1)NC(COC1=CC=CC=C1)=O